C(C=CCCC)(=O)OC(C=CCCC)=O hexeneic anhydride